4-(tert-butoxy)-2-(4-(5-chloro-2-propionylphenyl)-5-methoxy-2-oxopyridin-1(2H)-yl)-N-(2-cyano-1H-indol-6-yl)butanamide C(C)(C)(C)OCCC(C(=O)NC1=CC=C2C=C(NC2=C1)C#N)N1C(C=C(C(=C1)OC)C1=C(C=CC(=C1)Cl)C(CC)=O)=O